C(C(O)C(=O)[O-])(=O)[O-] tartronic acid anion